(E)-3-fluoro-3-phenyl-N-(p-tolyl)acrylamide F/C(=C/C(=O)NC1=CC=C(C=C1)C)/C1=CC=CC=C1